(R)-3-mercapto-N-((R)-3-mercapto-1-(methylamino)-1-oxopropan-2-yl)-2-(methylamino)propionamide trifluoroacetate FC(C(=O)O)(F)F.SC[C@@H](C(=O)N[C@H](C(=O)NC)CS)NC